ClC1=C(C(=O)NC2(CCN(CC2)C2=NC=C(N=C2)C=2C=3N(C=C(C2)OCC)N=C2C3C=NN2)C)C=C(C=C1)F 2-chloro-N-(1-(5-(6-ethoxy-1H-pyrazolo[3',4':3,4]pyrazolo[1,5-a]pyridin-4-yl)pyrazin-2-yl)-4-methylpiperidin-4-yl)-5-fluorobenzamide